C(CCCCCCCCC)OC=1C=CC=C(N)C1 5-(decyloxy)aniline